4-[1-(Oxacyclohexan-2-yl)-3-(1,2,3,4-tetrahydro-1,5-naphthyridin-1-yl)-1H-pyrazolo[3,4-b]Pyrazin-6-yl]Cyclohex-3-ene-1-carbonitrile O1C(CCCC1)N1N=C(C=2C1=NC(=CN2)C2=CCC(CC2)C#N)N2CCCC1=NC=CC=C21